C(C)(C)(C)OC(=O)N1CC(C1)N1N=CC(=C1)C1=NC(=NC=2C(CCCC12)(F)F)N1[C@H](CC1)C (S)-3-(4-(8,8-difluoro-2-(2-methylazetidin-1-yl)-5,6,7,8-tetrahydroquinazolin-4-yl)-1H-pyrazol-1-yl)azetidine-1-carboxylic acid tert-butyl ester